[Sn]=O.[In].[Ga] gallium indium tin oxide